C1CC(CCC1N)N 1,4-CYCLOHEXYLDIAMINE